5-(3-(piperidin-4-yl)pyrazolo[1,5-a]pyrimidin-6-yl)thiazole N1CCC(CC1)C=1C=NN2C1N=CC(=C2)C2=CN=CS2